FC(C=1C(=C(C=CC1)[C@@H](C)NC1=C2C(=C(N=N1)C)N=CC(=C2)N2CC1(COC1)C2)F)F (R)-N-(1-(3-(difluoromethyl)-2-fluorophenyl)ethyl)-8-methyl-3-(2-oxa-6-azaspiro[3.3]heptane-6-yl)pyrido[2,3-d]pyridazin-5-amine